C(CCCC)C(C1=CC=CC=C1)SC(C1=CC=CC=C1)CCCCC di(pentylbenzyl) sulfide